C(CCCCCCCCCCCCCCCCCO)O Octadecane-1,18-diol